tert-butyl (2R,5S)-5-[2-(4-chloro-3-fluorophenoxy)acetamido]-2-cyanopiperidine-1-carboxylate ClC1=C(C=C(OCC(=O)N[C@H]2CC[C@@H](N(C2)C(=O)OC(C)(C)C)C#N)C=C1)F